3-chloro-6-(1,2,3,6-tetrahydropyridin-4-yl)pyridazine ClC=1N=NC(=CC1)C=1CCNCC1